C(C)(C)(C)C1=CC=C(C=C1)N(C(=O)[C@@H]1N(CC(OC1)(C)C)C#N)C(C(NC1CCOCC1)=O)C=1C=NC=CC1 (3R)-N-(4-tert-butylphenyl)-4-cyano-6,6-dimethyl-N-[2-oxo-1-(3-pyridyl)-2-(tetrahydropyran-4-ylamino)ethyl]morpholine-3-carboxamide